NC=1C=CC2=C(B(NC2=O)O)C1 6-amino-1-hydroxy-1,2-dihydro-3H-benzo[c][1,2]azaborol-3-one